CN(CCN(C(=O)C1=CC=C(C=C1)N\C(=C\1/C(NC2=CC(=CC=C12)C(=O)OC)=O)\C1=CC=CC=C1)OC)C (Z)-Methyl 3-(((4-((2-(dimethylamino)ethyl)(methoxy)carbamoyl)phenyl)amino)(phenyl)methylene)-2-oxoindoline-6-carboxylate